(4-(5-(methoxymethoxy)-6-methylpyridin-2-yl)-1-methyl-1H-pyrazol-5-yl)methanol COCOC=1C=CC(=NC1C)C=1C=NN(C1CO)C